C(C)(C)(C)OC(=O)N1C(CCC1)C1=CC(=C(C=C1)C=1N=C2SC3=C(N2C1)C=C(C=C3)OC)F (3-fluoro-4-(6-methoxybenzo[d]imidazo[2,1-b]thiazol-2-yl)phenyl)pyrrolidine-1-carboxylic acid tert-butyl ester